C(C)OC(C=CC=CCCCCC)=O Ethyl-2,4-decadienoat